OC1C(C(C1(C)C)=O)(C)C 3-Hydroxy-2,2,4,4-tetramethylcyclobutanone